C1(CC1)C1=CC=C2C(=NN=C(C2=C1)N[C@H]1CNCCC1)C1=C(C=C(C=C1)C)OC (R)-7-cyclopropyl-4-(2-methoxy-4-methylphenyl)-N-(piperidin-3-yl)phthalazin-1-amine